[Co].[Sn].FC=1C=C(C=2C(C(CCC2C1C)CCCCO)=O)NC(C)=O N-(3-fluoro-7-(4-hydroxybutyl)-4-methyl-8-oxo-5,6,7,8-tetrahydronaphthalen-1-yl)acetamide tin cobalt